NC(CO)COCCO 2-amino-3-(2-hydroxyethoxy)-1-propanol